2,3-dihydro-4-(2S)-2-oxiranylbenzofuran O1[C@H](C1)C1=CC=CC2=C1CCO2